FC1=C(C=CC=C1F)[C@@H]1N(OCC1)C1=CC(=NC=N1)NCC1=CC=C(C=C1)F (R)-6-(3-(2,3-difluorophenyl)isooxazolidin-2-yl)-N-(4-fluorobenzyl)pyrimidin-4-amine